O=C1C=C(OC2=CC=CC=C12)C(=O)NC=1C=C(C(=O)O)C=CC1 3-(4-oxo-4H-chromen-2-carboxamido)benzoic acid